S(=O)(=O)(O)O.ClC1=CC=C2C3=C1[C@H](OB3OCCO2)CN (S)-(3-chloro-7,8-dihydro-2H-1,6,9-trioxa-9a-borabenzo[cd]azulen-2-yl)methanamine dihydrogensulfate